C(C)(=O)N1CCC2(C[C@@H](C(N2)=O)C[C@@H](C(C(=O)N)=O)NC([C@H](CC2CCCCC2)NC(=O)C=2NC3=CC=CC=C3C2)=O)CC1 N-((S)-1-(((S)-1-((S)-8-acetyl-2-oxo-1,8-diazaspiro[4.5]decan-3-yl)-4-amino-3,4-dioxobutan-2-yl)amino)-3-cyclohexyl-1-oxopropan-2-yl)-1H-indole-2-carboxamide